2-[6-(3-hydroxy-methyl-piperazin-1-yl)-pyridazin-3-yl]-5-pyrazol-1-yl-phenol OC1C(N(CCN1)C1=CC=C(N=N1)C1=C(C=C(C=C1)N1N=CC=C1)O)C